ClC=1C(=C2C(=CNC2=CC1)C=O)O 5-CHLORO-4-HYDROXYINDOLE-3-CARBOXALDEHYDE